4-((1,1-dioxidothietan-3-yl)amino)-2-phenylpiperidine-1-carboxylate O=S1(CC(C1)NC1CC(N(CC1)C(=O)[O-])C1=CC=CC=C1)=O